3-[(6-chloro-4-phenylquinazolin-2-yl)amino]-propane-1-ol ClC=1C=C2C(=NC(=NC2=CC1)NCCCO)C1=CC=CC=C1